[N+](=O)([O-])C1=CC=C(OC(=O)O[C@H]\2CCN(CC/C=C2)C(=O)OCC[Si](C)(C)C)C=C1 2-(Trimethylsilyl)ethyl (S,E)-4-(((4-nitrophenoxy)carbonyl)oxy)-3,4,7,8-tetrahydroazocine-1(2H)-carboxylate